4-((1-Ethyl-4-fluoro-7-methoxy-1H-indazol-6-yl)amino)-N-(methyl-d3)-6-((1-methyl-1H-pyrazol-3-yl)amino)nicotinamide C(C)N1N=CC2=C(C=C(C(=C12)OC)NC1=CC(=NC=C1C(=O)NC([2H])([2H])[2H])NC1=NN(C=C1)C)F